4-{[ethoxy([2-(pyridin-2-yl)ethyl]amino)phosphoryl]-methyl}aniline C(C)OP(=O)(NCCC1=NC=CC=C1)CC1=CC=C(N)C=C1